2-ethyl-9,10-di(n-butoxy)-anthracene C(C)C1=CC2=C(C3=CC=CC=C3C(=C2C=C1)OCCCC)OCCCC